NC=1C(=NC(=C(N1)C=1OC=CN1)C=1C=CC=2N(C1)C=CN2)C(=O)NCC=2N=CSC2 3-amino-6-(imidazo[1,2-a]pyridin-6-yl)-5-(oxazol-2-yl)-N-(thiazol-4-ylmethyl)pyrazine-2-carboxamide